N-[(2-bromophenyl)methyl]-2-[8-methyl-7-(pyrrolidine-1-carbonyl)-4,5-dihydrofuro[2,3-g]indazol-2-yl]acetamide BrC1=C(C=CC=C1)CNC(CN1N=C2C3=C(CCC2=C1)OC(=C3C)C(=O)N3CCCC3)=O